ClC=1C=CC(=C(C1)C1=CC(NC=C1OC)=O)N1N=NC(=C1)I 4-(5-chloro-2-(4-iodo-1H-1,2,3-triazol-1-yl)phenyl)-5-methoxypyridin-2(1H)-one